FC(C=1OC(=NN1)C=1C=NC(=CC1)CN1N=NC(=C1)C1=CC=NC=C1)F 2-(difluoromethyl)-5-(6-((4-(pyridin-4-yl)-1H-1,2,3-triazol-1-yl)methyl)pyridin-3-yl)-1,3,4-oxadiazole